N-(4-chloro-1H-indol-6-yl)-5-(3-methylbutyl)-1H-1,3-benzodiazol-2-amine ClC1=C2C=CNC2=CC(=C1)NC1=NC2=C(N1)C=CC(=C2)CCC(C)C